FC1=CC(=C(C(=O)O)C(=C1)F)N 4,6-difluoro-2-aminobenzoic acid